BrC1=CC(=CC(=C1)OC(F)(F)F)C(F)F 1-bromo-3-(difluoromethyl)-5-(trifluoromethoxy)benzene